S(=O)(O)O.[Na+].S(=O)([O-])[O-].S(=O)(O)O.[Na+] sodium sesquisulfite